(E)-3-(3-(4-(3-fluorostyryl)benzyl)isoxazol-5-yl)pyridin-2-amine FC=1C=C(/C=C/C2=CC=C(CC3=NOC(=C3)C=3C(=NC=CC3)N)C=C2)C=CC1